CC1(OB(OC1(C)C)C=1C=C(C=CC1)NC(C)=O)C N-(3-(4,4,5,5-tetramethyl-1,3,2-dioxaborolan-2-yl)phenyl)acetamide